3,4-dimethylpicolinaldehyde CC=1C(=NC=CC1C)C=O